isononylphenol triethoxide [O-]CC.[O-]CC.[O-]CC.C(CCCCCC(C)C)C1=C(C=CC=C1)O